(4-(3-amino-6-(1-isobutyrylpiperidin-4-yl)-1H-indazol-4-yl)phenyl)-5-(4-fluorophenyl)-4-hydroxy-6-methylnicotinamide NC1=NNC2=CC(=CC(=C12)C1=CC=C(C=C1)C1=C(C(=O)N)C(=C(C(=N1)C)C1=CC=C(C=C1)F)O)C1CCN(CC1)C(C(C)C)=O